FC1=C(C=CC=C1F)[C@@H](C(=O)O)O (S)-(+)-2-(2,3-difluorophenyl)-2-hydroxyacetic acid